γ-glycidoxypropylethyldiisopropoxysilane C(C1CO1)OCCC[Si](OC(C)C)(OC(C)C)CC